N-(3-(1H-pyrazol-1-yl)benzyl)-3-((dimethylamino)methyl)-N-(3-methoxybenzyl)aniline N1(N=CC=C1)C=1C=C(CN(C2=CC(=CC=C2)CN(C)C)CC2=CC(=CC=C2)OC)C=CC1